2-{6-[(3S)-3-(tert-butylamino)pyrrolidin-1-yl]pyridazin-3-yl}-4-fluoro-5-(2-methyl-1,3-thiazol-5-yl)phenol C(C)(C)(C)N[C@@H]1CN(CC1)C1=CC=C(N=N1)C1=C(C=C(C(=C1)F)C1=CN=C(S1)C)O